3-((5-isopropoxy-4-(3-oxo-4-phenylpiperazin-1-yl)pyrimidin-2-yl)amino)benzenesulfonamide C(C)(C)OC=1C(=NC(=NC1)NC=1C=C(C=CC1)S(=O)(=O)N)N1CC(N(CC1)C1=CC=CC=C1)=O